FC1(CCN(CC1)C=1N=C(C=C2C1OC=C2)NC(C2=C(C=C(C=C2)SC(C)C)N2CCC1(CC1)CC2)=O)F N-(7-(4,4-difluoropiperidin-1-yl)furo[2,3-c]pyridin-5-yl)-4-(isopropylthio)-2-(6-azaspiro[2.5]octan-6-yl)benzamide